NC\C=C(\CN1C(=NC2=C1C=CC=C2C2=CC=C(C=C2)S(=O)(=O)NC2CC2)CC)/F (Z)-4-(1-(4-amino-2-fluorobut-2-en-1-yl)-2-ethyl-1H-benzo[d]imidazol-4-yl)-N-cyclopropylbenzenesulfonamide